2-(4-(methylsulfonyl)piperazin-1-yl)thiazole-4-carboxylic acid methyl ester COC(=O)C=1N=C(SC1)N1CCN(CC1)S(=O)(=O)C